OC(CCCCCC[NH-])C1=CC=C(C=C1)CNC1=NC(=NC=2N1N=CC2C(C)C)OC2CCN(CC2)C 7-Hydroxy-N-(4-(((8-isopropyl-2-((1-methylpiperidin-4-yl)oxy)pyrazolo[1,5-a][1,3,5]triazin-4-yl)amino)methyl)phenyl)heptylamide